N(=[N+]=[N-])CCCS(=O)C1=CC(=C(C=C1)F)Br 4-((3-azidopropyl)sulfinyl)-2-bromo-1-fluorobenzene